NC(=O)C1CN(CCN1)C1=NC(=NC(=C1)NCC1=CC(=C(C(=C1)OC)OC)OC)NC=1SC(=C(N1)C)C(=O)OCC 2-[[4-[3-(aminocarbonyl)-1-piperazinyl]-6-[[(3,4,5-trimethoxyphenyl)methyl]amino]-2-pyrimidinyl]amino]-4-methyl-5-thiazolecarboxylic acid, ethyl ester